BrC1=CC=C2CCN(CC2=C1)C(C(F)(F)F)=O 1-(7-bromo-3,4-dihydroisoquinolin-2(1H)-yl)-2,2,2-trifluoroethan-1-one